(E)-N-hydroxy-3-(2-((3-(methylsulfonyl)benzyl)amino)phenyl)acrylamide ONC(\C=C\C1=C(C=CC=C1)NCC1=CC(=CC=C1)S(=O)(=O)C)=O